C(C)C=1OCC(N1)(C)C 2-ethyl-4,4-dimethyl-2-oxazoline